6-carbamoyl-4-((3-chloro-4-fluorophenyl)amino)-1H-indole-2-carboxylic acid ethyl ester C(C)OC(=O)C=1NC2=CC(=CC(=C2C1)NC1=CC(=C(C=C1)F)Cl)C(N)=O